trimethyl-Boc-alpha-phosphonoglycine CC(C(OC(=O)NC(C(=O)O)P(=O)(O)O)(C)C)(C)C